1-butyl-3-allylimidazole bromide salt [Br-].C(CCC)N1CN(C=C1)CC=C